(4-bromo-2,5-dimethylthiophen-3-yl)(4-Phenylpiperazin-1-yl)methanone BrC=1C(=C(SC1C)C)C(=O)N1CCN(CC1)C1=CC=CC=C1